(R)-1-(4-((1-(3-(1,1-difluoro-3-(1-isopropylazetidin-3-yl)propyl)-2-fluorophenyl)ethyl)amino)-7-methoxy-2-methylpyrido[2,3-d]pyrimidin-6-yl)cyclopropane-1-carbonitrile FC(CCC1CN(C1)C(C)C)(F)C=1C(=C(C=CC1)[C@@H](C)NC=1C2=C(N=C(N1)C)N=C(C(=C2)C2(CC2)C#N)OC)F